COC(=O)C=1C=C2C=C(C=NC2=CC1)CP(=O)(OCC)OCC 3-((diethoxyphosphoryl)methyl)quinoline-6-carboxylic acid methyl ester